4-(4-fluoro-2,6-dimethylphenoxy)-3-nitrobenzenesulfonamide FC1=CC(=C(OC2=C(C=C(C=C2)S(=O)(=O)N)[N+](=O)[O-])C(=C1)C)C